tert-butyl ((1R)-3-aminocyclopentyl-3-d)carbamate NC1(C[C@@H](CC1)NC(OC(C)(C)C)=O)[2H]